(6-chloro-4-((2,2,2-trifluoroethyl)amino)pyridin-3-yl)methanol ClC1=CC(=C(C=N1)CO)NCC(F)(F)F